tert-Butyl 4-[4-[3-cyano-4-[1-[2-(1-hydroxy-1-methyl-ethyl)phenyl]ethoxy]pyrazolo[1,5-a]pyridin-6-yl]-5-methyl-triazol-1-yl]piperidine-1-carboxylate C(#N)C=1C=NN2C1C(=CC(=C2)C=2N=NN(C2C)C2CCN(CC2)C(=O)OC(C)(C)C)OC(C)C2=C(C=CC=C2)C(C)(C)O